2,6-dimethylphenylcarbamoyl-formic acid CC1=C(C(=CC=C1)C)NC(=O)C(=O)O